CC1(OC[C@@H](O1)[C@H]1CC([C@@H](O1)CC[C@@H](CC(=C=C)C)OC(C1=CC=C(C=C1)[N+](=O)[O-])=O)=C)C 4-nitrobenzoic acid (S)-1-((2S,5R)-5-((R)-2,2-dimethyl-1,3-dioxacyclopentane-4-yl)-3-methylenetetrahydrofuran-2-yl)-5-methylhept-5,6-dien-3-yl ester